tris(bis(trimethylsilyl)phosphanyl)methane C[Si](C)(C)P([Si](C)(C)C)C(P([Si](C)(C)C)[Si](C)(C)C)P([Si](C)(C)C)[Si](C)(C)C